ClC=1C=C(C(=O)N[C@@H](CCO[C@@H]2C[C@H](C2)CCC2=NC=3NCCCC3C=C2)C(=O)O)C=CC1 N-(3-chlorobenzoyl)-O-(trans-3-(2-(5,6,7,8-tetrahydro-1,8-naphthyridin-2-yl)ethyl)cyclobutyl)homoserine